(R)-2-amino-8-(2-(4-(4-methoxyphenyl)-3-methylpiperazin-1-yl)ethyl)-4-(5-methylfuran-2-yl)pteridin-7(8H)-one NC1=NC=2N(C(C=NC2C(=N1)C=1OC(=CC1)C)=O)CCN1C[C@H](N(CC1)C1=CC=C(C=C1)OC)C